C1(=CC=CC=C1)NC1=CC=C2C(N(C(=NC2=C1)CSC1CCOCC1)COCC[Si](C)(C)C)=O 7-(phenylamino)-2-(((tetrahydro-2H-pyran-4-yl)thio)methyl)-3-((2-(trimethylsilyl)ethoxy)methyl)quinazolin-4(3H)-one